C(C)(C)(C)S(=O)NC(C)C1=C(OC=2C(=NC=NC2)N2CC3(CCN(C3)C(=O)OC(C)(C)C)CC2)C=CC(=C1)F tert-Butyl 7-(5-(2-(1-((tert-butylsulfinyl)amino)ethyl)-4-fluorophenoxy)pyrimidin-4-yl)-2,7-diazaspiro[4.4]nonane-2-carboxylate